ClC1=C2CC(CC2=CC=C1Cl)NC1=NC=C(C=C1)[C@@H](C(F)(F)F)NC N-(4,5-Dichloro-2,3-dihydro-1H-inden-2-yl)-5-((S)-2,2,2-trifluoro-1-(methylamino)ethyl)pyridin-2-amine